CN1N=C(C=C1S(=O)(=O)N1CCC2(CCC(C2)N2CCC(CC2)(O)C)CC1)C 1-(8-((1,3-dimethyl-1H-pyrazol-5-yl)sulfonyl)-8-azaspiro[4.5]dec-2-yl)-4-methylpiperidin-4-ol